F[C@H]1C[C@H](N2N=C(N=C21)C(COC(F)(F)F)=O)C2=CC=CC=C2 1-((5s,7s)-7-fluoro-5-phenyl-6,7-dihydro-5H-pyrrolo[1,2-b][1,2,4]triazol-2-yl)-2-(trifluoromethoxy)ethan-1-one